O=C1NC(CC[C@H]1N1CC2=CC=C(C=C2C1=O)CNC(OC[C@@H]1OCC[C@@H]1C)=O)=O |&1:6| rac-[(2R,3S)-3-methyloxolan-2-yl]methyl N-{[2-(2,6-dioxopiperidin-3-yl)-3-oxo-2,3-dihydro-1H-isoindol-5-yl]methyl}carbamate